P(=O)(O)([O-])[O-] Monohydrogen phosphate